[N+](=O)([O-])C1=CC=C(C=C1)C#CC(C)C 4-(4-nitrophenyl)-2-methyl-3-butyne